N,N-dibenzylhydroxylamine C1=CC=C(C=C1)CN(CC2=CC=CC=C2)O